C(C)(C)(C)OC(=O)N1[C@@H](CN(CC1)C=1N=NC(=CC1)N)C (R)-4-(6-aminopyridazin-3-yl)-2-methylpiperazine-1-carboxylic acid tert-butyl ester